C=1N=CN2C1C1=CC=CC=C1[C@@H]2[C@@H]2[C@@H](COC2)N (3S,4S)-4-[(5S)-5H-imidazo[4,3-a]isoindol-5-yl]oxolan-3-amine